FC(C(=O)NC(C(=O)O)CCN(CCCCC1=NC=2NCCCC2C=C1)CCOC1=CC=CC=C1)C1=CC=CC=C1 2-[(2-fluoro-2-phenyl-acetyl)amino]-4-[2-phenoxyethyl-[4-(5,6,7,8-tetrahydro-1,8-naphthyridin-2-yl)butyl]amino]butanoic acid